C(C)(C)(C)OC(N[C@@H]1C2=CC=CC=C2CC12CCN(CC2)C=2SC(=NN2)N)=O (S)-(1'-(5-amino-1,3,4-thiadiazol-2-yl)-1,3-dihydrospiro[indene-2,4'-piperidin]-1-yl)carbamic acid tert-butyl ester